CN1C(=NC=C1)C=1SC2=C(N1)C=C(C=C2)C2=NC[C@H](CC2)C (S)-2-(1-methyl-1H-imidazol-2-yl)-5-(5-methyl-3,4,5,6-tetrahydropyridin-2-yl)benzo[d]thiazole